CN(C1=C2N=CN(C2=NC=N1)C(CCO)CCCCCCCCCC)C 3-(6-(Dimethylamino)-9H-purin-9-yl)tridecan-1-ol